BrC=1C=C(C(=NC1)OC1=C(C(=C(C=C1)F)F)OC)C(=O)O 5-Bromo-2-(3,4-difluoro-2-methoxy-phenoxy)pyridine-3-carboxylic acid